CN(C(CC=1C=C(OC=2C=CC(=C(C(=O)OC)C2)[N+](=O)[O-])C=CC1OC)=O)C methyl 5-(3-(2-(dimethylamino)-2-oxoethyl)-4-methoxyphenoxy)-2-nitrobenzoate